Cl.FC1=C(C=CC=C1C[C@@H]1NCC2(CC2)[C@@H]1NS(=O)(=O)C(C)C)C1=CC=CC=C1 N-((6S,7S)-6-((2-fluoro-[1,1'-biphenyl]-3-yl)methyl)-5-azaspiro[2.4]heptan-7-yl)propane-2-sulfonamide hydrochloride